CN(C1CCN(CC1)CC=1C=C2C=C(N(C2=CC1)CC(F)(F)F)C#CCNC=1C=CC(=NC1)C(C#N)(C)C)C 2-(5-{[3-(5-{[4-(dimethylamino)-piperidin-1-yl]methyl}-1-(2,2,2-trifluoroethyl)-1H-indol-2-yl)prop-2-yn-1-yl]amino}pyridin-2-yl)-2-methylpropanenitrile